N-(3-aminopropyl)oleyl-amine NCCCNCCCCCCCC\C=C/CCCCCCCC